N-(5-chloropyrimidin-2-yl)-2-[(2'R,4S)-6-cyclopropyl-2'-fluoro-1-oxospiro[3H-isoquinoline-4,1'-cyclopropane]-2-yl]acetamide ClC=1C=NC(=NC1)NC(CN1C(C2=CC=C(C=C2[C@]2([C@@H](C2)F)C1)C1CC1)=O)=O